Taurine Laurate C(CCCCCCCCCCC)(=O)O.NCCS(=O)(=O)O